(tert-Butoxycarbonyl)-2-(7-bromo-3-ethylsulfonylquinolin-2-yl)-6-trifluoromethyl-1H-pyrrolo[3,2-b]pyridine C(C)(C)(C)OC(=O)N1C(=CC2=NC=C(C=C21)C(F)(F)F)C2=NC1=CC(=CC=C1C=C2S(=O)(=O)CC)Br